N1-((S)-7-(3-((R)-3-hydroxypyrrolidin-1-yl)prop-1-yn-1-yl)-5-methyl-4-oxo-2,3,4,5-tetrahydrobenzo[b][1,4]oxazepin-3-yl)-N2-((R)-1-phenylethyl)oxalamide O[C@H]1CN(CC1)CC#CC1=CC2=C(OC[C@@H](C(N2C)=O)NC(C(=O)N[C@H](C)C2=CC=CC=C2)=O)C=C1